2-((2R,5R)-2-(((3R,5R)-3,5-dimethylmorpholino)methyl)-5-methylpiperazin-1-yl)-1-((S)-6-ethoxy-7-(4-fluorobenzyl)-2-methyl-2,3-dihydro-1H-pyrido[2,3-b][1,4]oxazin-1-yl)ethan-1-one C[C@@H]1COC[C@H](N1C[C@@H]1N(C[C@H](NC1)C)CC(=O)N1C2=C(OC[C@@H]1C)N=C(C(=C2)CC2=CC=C(C=C2)F)OCC)C